sodium bis(2-methoxyethoxy)-aluminium COCCO[Al]OCCOC.[Na]